C(CCCC)P(CCCCC)(CCCCC)(CCCCC)Cl tetrapentyl-phosphorus chloride